NCC=1C=CC=C2C(=NC(=NC12)NC1=CC(=C(C=C1)F)Cl)N[C@H](CC)C1CC1 (R)-8-(aminomethyl)-N2-(3-chloro-4-fluorophenyl)-N4-(1-cyclopropylpropyl)quinazoline-2,4-diamine